OC(C(C)(C)C1=C(C=CC=C1)C(=C)C)=O (1-hydroxy-2-methyl-1-oxopropyl)(1-methylvinyl)-benzene